BrC=1C=C(C2=CC=CC=C2C1)C=1C=C(C=CC1)C1=NC(=NC(=N1)C1=CC=CC=C1)C1=CC=CC=C1 2-(3-(3-bromonaphthalen-1-yl)phenyl)-4,6-diphenyl-1,3,5-triazine